6-mercapto-2'-deoxyguanosine SC1(C=2N=CN([C@H]3C[C@H](O)[C@@H](CO)O3)C2N=C(N1)N)O